5-[3-(1H-imidazol-5-yl)-6-[(2,2,2-trifluoroethoxy)methyl]imidazo[1,2-a]pyrimidin-2-yl]-3-(trifluoromethyl)-1H-1,2,4-triazole N1C=NC=C1C1=C(N=C2N1C=C(C=N2)COCC(F)(F)F)C2=NC(=NN2)C(F)(F)F